C(C)(C)(C)C=1C=C2C3=CC=CC4=C(C=CC(C=5C=C(C=C(C1)C25)C(C)(C)C)=C43)/C=C/C(=O)OC(C)(C)C tert-butyl (E)-3-(8,11-di-tert-butylperylen-3-yl)acrylate